C(C1=CC=CC=C1)N1N=C(N=C1)C(=O)NC1C(N(C=2N(CC1)N=C(C2)C2=CC=CC=C2)C)=O 1-Benzyl-N-(4-methyl-5-oxo-2-phenyl-5,6,7,8-tetrahydro-4H-pyrazolo[1,5-a][1,3]diazepin-6-yl)-1H-1,2,4-triazol-3-carboxamid